Tert-Butyl Methyl((1-(5-(2-((4-(trifluoromethyl)phenyl)amino)phenyl)-1,3,4-oxadiazol-2-yl)cyclopropyl)methyl)carbamate CN(C(OC(C)(C)C)=O)CC1(CC1)C=1OC(=NN1)C1=C(C=CC=C1)NC1=CC=C(C=C1)C(F)(F)F